FC1=C(C=O)C=CC(=C1)OC1=CC=NC=C1 2-fluoro-4-(4-pyridyloxy)benzaldehyde